O=C1NC(CCC1N1C(N(C2=C1C=CC(=C2)CCCCCCCCC(=O)O)C)=O)=O 9-(1-(2,6-Dioxopiperidin-3-yl)-3-methyl-2-oxo-2,3-dihydro-1H-benzo[d]imidazol-5-yl)nonanoic acid